FC(C)(F)C1=CC=C(C=C1)[C@H]1CC2(CN(C2)C(=O)C2CC(C2)(C)O)CC1 |r| (rac)-(6-(4-(1,1-Difluoroethyl)phenyl)-2-azaspiro[3.4]octan-2-yl)((1s,3s)-3-hydroxy-3-methylcyclobutyl)methanone